3-(4-(2-((2-(2,6-dioxopiperidin-3-yl)-1,3-dioxoisoindolin-5-yl)amino)ethyl)piperazin-1-yl)propanamide O=C1NC(CCC1N1C(C2=CC=C(C=C2C1=O)NCCN1CCN(CC1)CCC(=O)N)=O)=O